FC1=CC=C2C(=C(N(C2=C1)C(=O)N1[C@H](C[C@](CC1)(C(=O)O)C1=CC=C(C=C1)F)C)C)CC1CCC(CC1)OC1CCOCC1 (2S,4S)-1-(6-fluoro-2-methyl-3-(((1r,4S)-4-((tetrahydro-2H-pyran-4-yl)oxy)cyclohexyl)methyl)-1H-indole-1-carbonyl)-4-(4-fluorophenyl)-2-methylpiperidine-4-carboxylic acid